C(C)N1C(NC2=CC(=CC=C2C1)CN1CCN(CC1)C=1C=CC(=NC1Cl)C(=O)NCC)=O 5-(4-((3-ethyl-2-oxo-1,2,3,4-tetrahydroquinazolin-7-yl)methyl)piperazin-1-yl)-6-chloro-N-ethylpicolinamide